2-(p-tolyl)quinoxaline-6-carboxylic acid ethyl ester C(C)OC(=O)C=1C=C2N=CC(=NC2=CC1)C1=CC=C(C=C1)C